3-oxaspiro[4.5]decane C1COCC12CCCCC2